tetrahydroxyanthracenedione OC1=C2C(=C3C(=C(C(C(C3=CC2=CC=C1)=O)=O)O)O)O